4-(2-adamantylamino)-N'-(4-hydroxy-2-methyl-phenyl)-6-(6-methoxy-3-pyridyl)pyrrolo-[1,2-b]pyridazine-3-carboxamidine C12C(C3CC(CC(C1)C3)C2)NC=2C=3N(N=CC2C(=NC2=C(C=C(C=C2)O)C)N)C=C(C3)C=3C=NC(=CC3)OC